N,N,2-trimethylquinoline-6-amine CN(C=1C=C2C=CC(=NC2=CC1)C)C